ClC1=CC(=C2CC(NC(C2=C1)=O)=O)F 7-chloro-5-fluoro-4H-isoquinoline-1,3-dione